BrC1=C2C(=NC=C1F)NC(=C2)C2CN(CCO2)C(=O)OC(C)(C)C tert-butyl 2-{4-bromo-5-fluoro-1H-pyrrolo[2,3-b]pyridin-2-yl}morpholine-4-carboxylate